5-chloro-2-methyl-N-((1r,4r)-4-((2-oxo-2,3-dihydro-1H-benzo[d]imidazol-1-yl)methyl)cyclohexyl)nicotinamide calcium silicate [Si]([O-])([O-])([O-])[O-].[Ca+2].ClC=1C=NC(=C(C(=O)NC2CCC(CC2)CN2C(NC3=C2C=CC=C3)=O)C1)C.[Ca+2]